C(CC#C)C=1C=C(C=2C3[C@H](C(OC2C1)=C)CCC(=C3)C)O (6Ar)-3-but-3-ynyl-9-methyl-6-methylidene-6a,7,8,10a-tetrahydrobenzo[c]chromen-1-ol